ClC1=CC(=C2C=NC(=NC2=C1)C)C1=C(C=C(C=C1)Cl)F 7-chloro-5-(4-chloro-2-fluorophenyl)-2-methyl-quinazoline